N(=C=O)C1=CC=C(C=C1)C=1SC=C(N1)C 2-(4-isocyanatophenyl)-4-methylthiazole